FC=1C=C(C=C(C1)F)C1=NO[C@@](C1)(C)C(=O)N[C@@H]1C=C(CC1)C(=O)OC Methyl (3S)-3-[[[(5R)-3-(3,5-difluorophenyl)-5-methyl-4H-1,2-oxazol-5-yl] carbonyl] amino]-cyclopenten-1-carboxylat